CC1=NC2=C3C(=C(C=C2C(=N1)O)O[C@@H]1COCC1)CCO3 (S)-2-methyl-6-((tetrahydrofuran-3-yl)oxy)-7,8-dihydrofuro[3,2-h]quinazolin-4-ol